lead zinc copper silver gold [Au].[Ag].[Cu].[Zn].[Pb]